(tert-butyl) peroxycarbonate C(OC(C)(C)C)(=O)O[O-]